BrC1=CC2=NC(=NC(=C2N2C1=NC=C2)N2C[C@H]1CC[C@@H](C2)N1C(=O)OC(C)(C)C)Cl tert-butyl (1R,5S)-3-(6-bromo-3-chloroimidazo[1',2':1,6]pyrido[3,2-d]pyrimidin-1-yl)-3,8-diazabicyclo[3.2.1]octane-8-carboxylate